(S)-(1-(5-chloro-3-(3-hydroxycyclobutyl)-4-oxo-3,4-dihydroquinazolin-2-yl)ethyl)carbamic acid tert-butyl ester C(C)(C)(C)OC(N[C@@H](C)C1=NC2=CC=CC(=C2C(N1C1CC(C1)O)=O)Cl)=O